Trans-2-(4-{7-Cyclopropyl-3-methyl-5-[(1R)-1-methyl-1,2,3,4-tetrahydroisoquinoline-2-carbonyl]-3H-imidazo[4,5-b]pyridin-2-yl}-3-fluorophenyl)cyclopropane-1-carboxylic acid C1(CC1)C1=C2C(=NC(=C1)C(=O)N1[C@@H](C3=CC=CC=C3CC1)C)N(C(=N2)C2=C(C=C(C=C2)[C@H]2[C@@H](C2)C(=O)O)F)C